C(C)C1=CC(=NN1)NC1=NC(=NC2=CC(=C(C=C12)OC)OCCCN1CCCC1)N N4-(5-ethyl-1H-pyrazol-3-yl)-6-methoxy-7-(3-(pyrrolidin-1-yl)propoxy)quinazoline-2,4-diamine